N1N=CC2=CC(=CC=C12)C(=O)N1CCC2(CC1)C(N(C1=CC=CC(=C12)C)CC(=O)N)=O 2-[1'-(1H-indazole-5-carbonyl)-4-methyl-2-oxospiro[indole-3,4'-piperidin]-1-yl]acetamide